FC(C(=O)[O-])(F)F.C(C)(C)(C)OC(=O)NS(=O)(=O)N(C=1C=NN(C1)C(C)C)C[C@H]1[NH+](C[C@@H](C1)F)C (2S,4R)-2-{[({[(tert-butoxy)carbonyl]amino}sulfonyl)[1-(propan-2-yl)-1H-pyrazol-4-yl]amino]methyl}-4-fluoro-1-methylpyrrolidin-1-ium trifluoroacetate